CN1N=CC(=C1)C1=CC=C(C=C1)B(O)O (4-(1-methyl-1H-pyrazol-4-yl)phenyl)boronic acid